benzyl 11-chloro-6,8-dioxo-10-(trifluoromethyl)-4,6,7,8-tetrahydro-2H-spiro[[1,4]thiazepino[2,3,4-ij]quinazoline-3,3'-azetidine]-1'-carboxylate ClC1=C(C=C2C(NC(N3C2=C1SCC1(CN(C1)C(=O)OCC1=CC=CC=C1)C3)=O)=O)C(F)(F)F